sodium cyanamide methyl-formate COC=O.N#CN.[Na]